7-methyl-2-((7-methylquinoxalin-6-yl)amino)-9-(tetrahydro-2H-pyran-4-yl)-7,9-dihydro-8H-purin-8-one CN1C(N(C2=NC(=NC=C12)NC=1C=C2N=CC=NC2=CC1C)C1CCOCC1)=O